N-[4-[3-[2-(1r,4r)-[(4-Aminocyclohexyl)amino]pyrimidin-4-yl]pyrid-4-yloxy]-3-fluoro-phenyl]2,6-difluorobenzenesulfonamide NC1CCC(CC1)NC1=NC=CC(=N1)C=1C=NC=CC1OC1=C(C=C(C=C1)NS(=O)(=O)C1=C(C=CC=C1F)F)F